C(C)(=O)N1CC=2N(CC1)N=C(C2C2=CC(=NC=C2)NC(CC2CCOCC2)=O)C2=CC=C(C=C2)F N-(4-(5-acetyl-2-(4-fluorophenyl)-4,5,6,7-tetrahydropyrazolo[1,5-a]pyrazin-3-yl)pyridin-2-yl)-2-(tetrahydro-2H-pyran-4-yl)acetamide